2,3,4,5-Tetrahydro-1H-2-benzazepin-1-one C1(NCCCC2=C1C=CC=C2)=O